The molecule is a 3-oxo steroid that is estr-5(10)-ene substituted by an oxo group at position 3 and a beta-hydroxy group at position 17. It is a 3-oxo steroid and a 17beta-hydroxy steroid. It derives from a hydride of an estrane. C[C@]12CC[C@H]3[C@H]([C@@H]1CC[C@@H]2O)CCC4=C3CCC(=O)C4